CS(=O)(=O)C=1C=C(C(=O)N)C=C(C1)C(F)(F)F 3-methylsulfonyl-5-(trifluoromethyl)benzamide